FC(C=1C(=CC(=C(C1)C(=N)N(C)CC)C)OCCC[Si](C)(C)C)F (5-difluoromethyl-2-methyl-4-(3-trimethylsilanyl-propoxy)-phenyl)-N-ethyl-N-methyl-formamidine